(S)-7-(2-fluorophenyl)-N-(5-methyl-4-oxo-2,3,4,5-tetrahydrobenzo[b][1,4]oxazepin-3-yl)benzo[d]thiazole-2-carboxamide FC1=C(C=CC=C1)C1=CC=CC=2N=C(SC21)C(=O)N[C@@H]2C(N(C1=C(OC2)C=CC=C1)C)=O